ClC=1C=C(C=2C(N1)=C(N(N2)COCC[Si](C)(C)C)NCC)C(=O)OC methyl 5-chloro-3-(ethylamino)-2-((2-(trimethylsilyl)ethoxy)methyl)-2H-pyrazolo[4,3-b]pyridine-7-carboxylate